C(C)N(C(=O)C1CCNCC1)CC N,N-diethylpiperidine-4-carboxamide